CN1C(N(CC=2C1=NC(=NC2)NC2=CC=C(C=C2)OCCN2CCCC2)C21CCN(CC1C2)C(C=C)=O)=O 1-methyl-3-(3-prop-2-enoyl-3-azabicyclo[4.1.0]heptan-6-yl)-7-[4-(2-pyrrolidin-1-ylethoxy)anilino]-4H-pyrimido[4,5-d]pyrimidin-2-one